NC1=NC=C2N(C(N(C2=N1)[C@@H]1O[C@@H](C[C@H]1O)CO)=O)COC 2-Amino-9-((2R,3R,5S)-3-hydroxy-5-(hydroxymethyl)tetrahydrofuran-2-yl)-7-(methoxymethyl)-7,9-dihydro-8H-purin-8-on